C(C)(C)C1=CC=C(C=C1)NCC(=O)O 4-isopropylphenyl-glycine